B(OC1=C(C(=C(C2=C(C(=C(C(=C12)F)F)F)F)F)F)F)([O-])[O-] (perfluoronaphthalenyl) borate